Di(para-triethylsilylphenyl)methylene(2,7-di-tert-butylfluorenyl)(cyclopentadienyl)zirconium C(C)[Si](C1=CC=C(C=C1)C(=[Zr](C1C=CC=C1)C1=C(C=CC=2C3=CC=C(C=C3CC12)C(C)(C)C)C(C)(C)C)C1=CC=C(C=C1)[Si](CC)(CC)CC)(CC)CC